BrC1=CC=C(C=C1)[C@]12[C@](C=3C(=NC(=CC3O1)C#N)OC)([C@@H]([C@@H]([C@H]2C2=CC=CC=C2)CN(CC)CC)O)O |r| rac-(5aR,6S,7S,8R,8aS)-5a-(4-bromophenyl)-7-((diethylamino)methyl)-8,8a-dihydroxy-1-methoxy-6-phenyl-5a,7,8,8a-tetrahydro-6H-cyclopenta[4,5]furo[3,2-c]pyridine-3-carbonitrile